COC1=C(C(=NC(=N1)S(=O)(=O)C)NC(OC(C)C(C)(C)C)=O)C(F)(F)F tert-butylethyl 6-methoxy-2-(methylsulfonyl)-5-(trifluoromethyl)pyrimidin-4-ylcarbamate